ClC1=C(C=CC(=C1)OC1=NC=NC2=CC(=C3C(=C12)OCCO3)OCCCN3CCOCC3)NC(=O)NC3=C(C=CC(=C3)C(F)(F)F)F 1-(2-chloro-4-((5-(3-morpholinopropoxy)-2,3-dihydro-[1,4]dioxino[2,3-f]quinazolin-10-yl)oxy)phenyl)-3-(2-fluoro-5-(trifluoromethyl)phenyl)urea